2-[(4-nitrobenzyl)thio]-3-phenyl-5,6,7,8-tetra-hydro[1]benzothieno[2,3-d]pyrimidin-4(3H)-one [N+](=O)([O-])C1=CC=C(CSC=2N(C(C3=C(N2)SC2=C3CCCC2)=O)C2=CC=CC=C2)C=C1